2-methylene-heptanedioic acid C=C(C(=O)O)CCCCC(=O)O